N1N=CC2=CC(=CC=C12)C#CC1=NC(=NC=C1)C1=NC(=NC=C1)NCC1=CC(=NC=C1)F ((1H-indazol-5-yl)ethynyl)-N-((2-fluoropyridin-4-yl)methyl)-[2,4'-bipyrimidin]-2'-amine